ClC1=NC=NC(=C1C(C)O)Cl 1-(4,6-dichloropyrimidin-5-yl)ethanol